trans-4-[(3-carbamoyl-4-fluoro-phenyl)methyl]cyclohexanecarboxylic acid C(N)(=O)C=1C=C(C=CC1F)C[C@@H]1CC[C@H](CC1)C(=O)O